C(C1=CC=CC=C1)(=O)OC1CCC(CC1)(F)F 4,4-difluorocyclohexyl benzoate